BrC1=C(C=CC=C1)C=1N=C(OC1)N(C)C 4-(2-bromophenyl)-N,N-dimethyl-1,3-oxazol-2-amine